[C@H]12CNC[C@H](CC1)N2C2=C1CN(C(C1=CC(=C2F)F)=O)C2C(NC(CC2)=O)=O 3-(4-((1R,5S)-3,8-diazabicyclo[3.2.1]octane-8-yl)-5,6-difluoro-1-oxoisoindoline-2-yl)piperidine-2,6-dione